N=1N2C(=C(C1)C=1C=C(C=CC1OC1=CC(=CC(=C1)C(F)(F)F)F)S(=O)(=O)NC)CCC2 3-(5,6-dihydro-4H-pyrrolo[1,2-b]pyrazol-3-yl)-4-[3-fluoro-5-(trifluoromethyl)phenoxy]-N-methylbenzene-1-sulfonamide